COC=1C(=CC=2C(=C3C(=NC2C1)CCC3)N[C@H]3CCN(CCC3)CCO)OC 2-[(4R)-4-({6,7-dimethoxy-1H,2H,3H-cyclopenta[b]quinolin-9-yl}amino)azepan-1-yl]ethan-1-ol